8-fluoro-2-(methylthio)quinazolin-4-amine FC=1C=CC=C2C(=NC(=NC12)SC)N